N1C=CC2=CC=C(C=C12)NC1=CC(=CC(=N1)C#N)N1CCC(CC1)OC1=CC=CC=C1 6-[(1H-indol-6-yl)amino]-4-(4-phenoxypiperidin-1-yl)pyridine-2-carbonitrile